5-(3,4-difluorophenyl)-N-[3-fluoro-4-[(7-methoxy-1,5-naphthyridin-4-yl)oxy]phenyl]-1,2,6-trimethyl-4-oxopyridine-3-carboxamide FC=1C=C(C=CC1F)C=1C(C(=C(N(C1C)C)C)C(=O)NC1=CC(=C(C=C1)OC1=CC=NC2=CC(=CN=C12)OC)F)=O